C(C)(C)(C)OC(NC1=CC=C(C=C1)OC=1C=NC(=CC1)[N+](=O)[O-])=O (4-((6-nitropyridin-3-yl)oxy)phenyl)carbamic acid tert-butyl ester